3-dimethylsulfoniopropanoate C[S+](CCC(=O)[O-])C